OC1=CC=C(OC2=NC=C(C=C2)[N+](=O)[O-])C=C1 2-(4-hydroxy-phenoxy)-5-nitropyridine